NC=1C2=C(N=CN1)N(C(=C2C=2C=NC(=CC2)NC)C2=CCC1(CCN(CC1)C(C=C)=O)CC2)C 1-(9-(4-amino-7-methyl-5-(6-(methylamino)pyridin-3-yl)-7H-pyrrolo-[2,3-d]pyrimidin-6-yl)-3-azaspiro[5.5]undec-8-en-3-yl)prop-2-en-1-one